C(C)OP(=O)(OCC)O.C1=CC=CC=2C3=CC=CC=C3NC12 carbazole diethyl-phosphate